2-[(3-dibutylaminopropyl)dimethylsilyl]styrene C(CCC)N(CCC[Si](C1=C(C=C)C=CC=C1)(C)C)CCCC